C(C)(C)(C)C1=CC(=C(C=C1Cl)C1=CC(C(=C(N1)C)C=1C=NNC1)=O)C 6-(4-tert-butyl-5-chloro-2-methyl-phenyl)-2-methyl-3-(1H-pyrazol-4-yl)-1H-pyridin-4-one